COC(C1=CC=C(C=C1)O)=N methyl-p-hydroxybenzimidate